CN1[C@H](CC(CC1)N1CC2(CC2)CN(C1=O)CC1=CC=C(C=C1)OCC(C)C)C 5-((2S)-1,2-dimethylpiperidin-4-yl)-7-(4-isobutoxybenzyl)-5,7-diazaspiro[2.5]octan-6-one